[Fe].[Mo].[Cr] chromium molybdenum-iron